[Si](C)(C)(C(C)(C)C)O[C@H]1CCC[C@H]2OC3=NC(=C(C4=NC(=NC(N([C@H]12)C)=C43)S(=O)C)F)Cl |o1:8,12,24| (7aR*,11S*,11aS*)-11-((tert-butyldimethylsilyl)oxy)-5-chloro-4-fluoro-12-methyl-2-(methylsulfinyl)-7a,8,10,11,11a,12-hexahydro-9H-7-oxa-1,3,6,12-tetraazapleiadene